CC1(OB(OC1(C)C)C=1CN(CC1)C(=O)OC(C)(C)C)C tert-butyl 3-(4,4,5,5-tetramethyl-1,3,2-dioxaborolan-2-yl)-2,5-dihydro-pyrrole-1-carboxylate